C(C1=CC=CC=C1)(=O)ON1C=COC2=C(C1C1=CC=C(C=C1)[N+](=O)[O-])C(=NN2C2=CC=CC=C2)C(F)(F)F 5-(benzoyloxy)-4-(4-nitrophenyl)-1-phenyl-3-(trifluoromethyl)-4,5-dihydro-1H-pyrazolo[4,3-f][1,4]oxazepin